C(#C)C=1C=C(C(=O)OC)C=CC1OC(C)C Methyl 3-ethynyl-4-isopropoxybenzoate